CC1=C(C=CC(=C1)C1=NC2=CC=C(C=C2C=N1)C(F)(F)F)N1CCOC2=C(C1=O)NN=C2 7-(2-methyl-4-(6-(trifluoromethyl)-quinazolin-2-yl)phenyl)-6,7-dihydro-1H-pyrazolo[3,4-f][1,4]oxazepin-8(5H)-one